C(C)(C)N1N=CC(=C1)C(=O)NC1=CC2=C(C=N1)C=C(N2)C2=NC(=NC=C2)OC 1-isopropyl-N-(2-(2-methoxypyrimidin-4-yl)-1H-pyrrolo[3,2-c]pyridin-6-yl)-1H-pyrazole-4-carboxamide